4-[5-chloro-6-oxo-2-(4-pyridyl)-1H-pyrimidin-4-yl]-1,4-diazepan-2-one ClC1=C(N=C(NC1=O)C1=CC=NC=C1)N1CC(NCCC1)=O